1-[(triethoxysilyl)methyl]piperazine C(C)O[Si](OCC)(OCC)CN1CCNCC1